C(C1=CC=CC=C1)OC=1NC2=CC=CC=C2C1 (benzyloxy)indole